[N+](=O)(OCCC1(CCN(CC1)S(=O)(=O)C1=CC(=C(C=C1)OCCC)C=1NC(C2=C(N1)C(=CN2CC)CCC)=O)CCO[N+](=O)[O-])[O-] (1-((3-(5-ethyl-4-oxo-7-propyl-4,5-dihydro-3H-pyrrolo[3,2-d]pyrimidin-2-yl)-4-propoxyphenyl)sulfonyl)piperidine-4,4-diyl)bis(ethane-2,1-diyl) dinitrate